C=CC=CC=CCCCCC undecan-1,3,5-triene